CSC=1N=CC2=C(C=3N(N(C2=O)C2=C(C=CC=C2Cl)Br)C=CN3)N1 2-methylthio-6-(2-bromo-6-chlorophenyl)imidazo[1,2-b]pyrimido[4,5-d]pyridazin-5(6H)-one